NC1=CC(=NC=N1)NC1=CC(=C2N(C1=O)C1(NC2=O)C(OCC1)(C)C)Cl 6'-((6-aminopyrimidin-4-yl)amino)-8'-chloro-2,2-dimethyl-4,5-dihydro-2H,2'H-spiro[furan-3,3'-imidazo[1,5-a]pyridine]-1',5'-dione